2-(4-ethyl-2,5-dimethoxyphenyl)ethanamine C(C)C1=CC(=C(C=C1OC)CCN)OC